ClC=1C=C(C(=NC1)N1C(C(N(C(C1)=O)CC1=CC=C(C=C1)C(F)(F)F)CCSC)=O)F 1-(5-chloro-3-fluoropyridin-2-yl)-3-(2-(methylthio)-ethyl)-4-(4-(trifluoro-methyl)-benzyl)piperazine-2,5-dione